OCC1=NN2C(C=CC(=C2)C(=O)O)=N1 2-(hydroxymethyl)-[1,2,4]triazolo[1,5-a]pyridine-6-carboxylic acid